L-tryptophan potassium sulfate S(=O)(=O)([O-])[O-].[K+].N[C@@H](CC1=CNC2=CC=CC=C12)C(=O)O.[K+]